(2,2-difluorocyclopropyl)-2-methoxypyridine FC1(C(C1)C=1C(=NC=CC1)OC)F